CC1=CC(=C(C(=C1)C(C)(C)CC)O)C(C)(C)CC 4-methyl-2,6-di-tert-amylphenol